4-methylpiperazine-1-sulfonyl chloride hydrochloride Cl.CN1CCN(CC1)S(=O)(=O)Cl